COC1=CC=C(COC=2C=C(C=CC2)[C@@H](OC2=CC=C3C(CCOC3=C2)=O)C2=CC=NC=C2)C=C1 (S)-7-((3-((4-Methoxybenzyl)oxy)phenyl)(pyridin-4-yl)methoxy)chroman-4-one